6-chloro-1-(2,6-diethylphenyl)-7-(2-hydroxyphenyl)-4-((2S)-2-methyl-4-(2-propenoyl)-1-piperazinyl)pyrido[2,3-d]pyrimidin-2(1H)-one ClC1=CC2=C(N(C(N=C2N2[C@H](CN(CC2)C(C=C)=O)C)=O)C2=C(C=CC=C2CC)CC)N=C1C1=C(C=CC=C1)O